3-methylene-5-(2-(thiophen-2-yl)phenyl)dihydrofuran-2(3H)-one C=C1C(OC(C1)C1=C(C=CC=C1)C=1SC=CC1)=O